vanillic acid vinyl ester C(=C)OC(C1=CC(OC)=C(O)C=C1)=O